NC=1C=C(C=CC1)N1CCN(CC1)C(CCOCCOCCOCCOCCNC(OC(C)(C)C)=O)=O tert-butyl (15-(4-(3-aminophenyl)piperazin-1-yl)-15-oxo-3,6,9,12-tetraoxapentadecyl)carbamate